C(#N)C1CC(C1)(CC1=NN=CN1C)C=1C=C(C=CC1)NC(=O)C=1C=2N(C=C(C1)CN1C[C@H]([C@H](CC1)F)C)C=CN2 N-(3-((1r,3R)-3-cyano-1-((4-methyl-4H-1,2,4-triazol-3-yl)methyl)cyclobutyl)phenyl)-6-(((3R,4S)-4-fluoro-3-methylpiperidin-1-yl)methyl)imidazo[1,2-a]pyridine-8-carboxamide